Cl.Cl.N1(CCCC1)CCSC1CC12NC=NC2 ((2-(pyrrolidin-1-yl)ethyl)thio)-4,6-diazaspiro[2.4]Hept-5-ene dihydrochloride